C1(=CC=CC=C1)[C@@H](CC(=O)N1CCC2(CO2)CC1)C (R)-3-phenyl-1-(1-oxa-6-azaspiro[2.5]oct-6-yl)-1-butanone